1-Cyclopentyl-3-methyl-6-((2-methyl-4-((1-methyl-2-nitro-1H-imidazol-5-yl)methoxy)phenyl)amino)-1,3-dihydro-2H-imidazo[4,5-c]pyridin-2-one C1(CCCC1)N1C(N(C=2C=NC(=CC21)NC2=C(C=C(C=C2)OCC2=CN=C(N2C)[N+](=O)[O-])C)C)=O